C[C@@]12C[C@H](N([C@H]2C1)C(CNC(=O)C=1C=CC=2SC3=CC=CC=C3OC2C1)=O)C(=O)NCC1=CC2=C(CNCC2)S1 (1S,3S,5S)-5-methyl-2-((phenoxathiine-3-carbonyl)glycyl)-N-((4,5,6,7-tetrahydrothieno[2,3-c]pyridin-2-yl)methyl)-2-azabicyclo[3.1.0]hexane-3-carboxamide